N1=NC(=CC2=C1C1=C(CCC2)C=CC=C1)N1N=C(N=C1N)NC=1C=CC2=C(CC[C@H](CC2)NC(=O)OC(C)(C)C)C1 1-(6,7-dihydro-5H-benzo[6,7]cyclohepta[1,2-c]pyridazin-3-yl)-N3-((7S)-7-(t-butoxycarbonylamino)-6,7,8,9-tetrahydro-5H-benzo[7]annulene-2-yl)-1H-1,2,4-triazole-3,5-diamine